1-{4-[2-phenyl-7-((R)-1-quinolin-3-yl-ethylamino)-2H-pyrazolo[4,3-d]pyrimidin-5-yl]-piperazin-1-yl}ethanone C1(=CC=CC=C1)N1N=C2C(N=C(N=C2N[C@H](C)C=2C=NC3=CC=CC=C3C2)N2CCN(CC2)C(C)=O)=C1